3-ethyl-2-(2-(trifluoromethyl)piperidine-1-carbonyl)imidazo[1,2-a]Pyridine-7-carbonitrile C(C)C1=C(N=C2N1C=CC(=C2)C#N)C(=O)N2C(CCCC2)C(F)(F)F